(3-(3-pyridyl)phenyl)benzene N1=CC(=CC=C1)C=1C=C(C=CC1)C1=CC=CC=C1